5-bromo-2-(tert-butyl)thiazole BrC1=CN=C(S1)C(C)(C)C